4-((4-(hydroxymethyl)phenyl)(phenyl)amino)benzaldehyde OCC1=CC=C(C=C1)N(C1=CC=C(C=O)C=C1)C1=CC=CC=C1